BrC1=CC2=C(OC(O2)([2H])[2H])C=C1 5-bromobenzo[d][1,3]dioxole-2,2-d2